ClC=1C(=NC=CC1C1=NC(=C(C=C1)CN(C(OC(C)(C)C)=O)C[C@H]1NC(CC1)=O)OC)C1=C(C(=CC=C1)NC(C1=NC=C(C=C1)C=O)=O)Cl tert-butyl (S)-((3'-chloro-2'-(2-chloro-3-(5-formylpicolinamido)phenyl)-6-methoxy-[2,4'-bipyridin]-5-yl)methyl)((5-oxopyrrolidin-2-yl)methyl)carbamate